N-(4-(3-chlorophenoxy)phenyl)-3,4-dihydro-2H-[1,4]oxazino[2,3-f]quinazolin-10-amine ClC=1C=C(OC2=CC=C(C=C2)NC2=NC=NC3=CC=C4C(=C23)OCCN4)C=CC1